bis(diethylamino)-benzophenone C(C)N(CC)C=1C(=C(C(=O)C2=CC=CC=C2)C=CC1)N(CC)CC